CC1(N(C[C@H](C1)CC=O)C(=O)OC(C)(C)C)C tert-butyl (4R)-2,2-dimethyl-4-(2-oxoethyl)pyrrolidine-1-carboxylate